(2S)-2-(4-chloro-2-ethylphenoxy)-N-methoxypropanamide ClC1=CC(=C(O[C@H](C(=O)NOC)C)C=C1)CC